ClC=1C(=NC(=NC1)NC=1C(=CC(=C(C1)NC(C=C)=O)N(C)CCN(C)C)OC)NC1=C(C=C(C=C1)C)N(S(=O)(=O)C)C N-(5-((5-chloro-4-((4-methyl-2-(N-methylmethylsulfonamido)phenyl)amino)pyrimidin-2-yl)amino)-2-((2-(dimethylamino)ethyl)(methyl)amino)-4-methoxyphenyl)acrylamide